5-chloro-6,8-difluoroquinazoline-2,4-diol ClC1=C2C(=NC(=NC2=C(C=C1F)F)O)O